FC=1C=C(C=C(C1OC1=CC=NC2=CC(=C(C=C12)OC)OCCCNC)F)C1=NC=CC=C1C(=O)N (3,5-difluoro-4-((6-methoxy-7-(3-(methylamino)propoxy)quinolin-4-yl)oxy)phenyl)pyridine-3-carboxamide